3-bromo-4,5-dimethylbenzoic acid BrC=1C=C(C(=O)O)C=C(C1C)C